N-(3-hydroxy-4-methoxyphenyl)p-menthanecarboxamide OC=1C=C(C=CC1OC)NC(=O)C1CC(CCC1C(C)C)C